propyl 1,4-diazepane-1-carboxylate hydrochloride salt Cl.N1(CCNCCC1)C(=O)OCCC